3-[3,5-Difluoro-4-[(1-methyl-4-piperidyl)oxy]anilino]-5-(methylamino)-6-(3-methylimidazo[4,5-c]pyridin-7-yl)pyrazin-2-carboxamid FC=1C=C(NC=2C(=NC(=C(N2)NC)C=2C3=C(C=NC2)N(C=N3)C)C(=O)N)C=C(C1OC1CCN(CC1)C)F